4-(cyclobutylmethyl)piperazin C1(CCC1)CN1CCNCC1